FCC([C@H](CC(=O)OCCCCCCCC\C=C\C\C=C\CCCCC)NC(=O)[C@@]1(CC(=NO1)C1=NC=CC2=CC=CC=C12)C(C)C)=O (9E,12E)-octadeca-9,12-dien-1-yl (S)-5-fluoro-3-((R)-5-isopropyl-3-(isoquinolin-1-yl)-4,5-dihydroisoxazole-5-carboxamido)-4-oxopentanoate